ClC=1C(=C(CN2CCC(CC2)(C(=O)O)CC2=NC(=C(C(=C2F)C2(COC2)C)C)NC2=NNC(=C2)C)C=CC1)F 1-(3-chloro-2-fluorobenzyl)-4-((3-fluoro-5-methyl-6-((5-methyl-1H-pyrazol-3-yl)amino)-4-(3-methyloxetan-3-yl)pyridin-2-yl)methyl)piperidine-4-carboxylic acid